1-(4-(6-(2-(2-fluoro-5-(trifluoromethoxy)phenyl)acetamido)pyridazin-3-yl)butyl)-N-(oxetan-3-yl)-1H-1,2,3-triazole-4-carboxamide FC1=C(C=C(C=C1)OC(F)(F)F)CC(=O)NC1=CC=C(N=N1)CCCCN1N=NC(=C1)C(=O)NC1COC1